(2R,3S)-3-((6-fluoro-2-(2-methoxy-7-methylquinoxalin-5-yl)thiazolo[5,4-b]pyridin-5-yl) oxy)butan-2-yl (2-((S)-2-hydroxypropoxy)pyrimidin-5-yl)carbamate O[C@H](COC1=NC=C(C=N1)NC(O[C@H](C)[C@H](C)OC1=C(C=C2C(=N1)SC(=N2)C2=C1N=CC(=NC1=CC(=C2)C)OC)F)=O)C